(E)-2-(3-(4-ethoxy-3-methoxyphenyl)acryloyl)-N-(3-(methylthio)propyl)hydrazine-1-carbothioamide C(C)OC1=C(C=C(C=C1)/C=C/C(=O)NNC(NCCCSC)=S)OC